3-(3-isopropoxyphenyl)-1-isopropyl-N-(4-methyl-1,1-dioxo-thian-4-yl)-2-oxo-imidazo[4,5-b]pyridine-6-carboxamide C(C)(C)OC=1C=C(C=CC1)N1C(N(C=2C1=NC=C(C2)C(=O)NC2(CCS(CC2)(=O)=O)C)C(C)C)=O